C(C=C)[Si](CCCOC(C(=C)C)=O)(CC=C)CC=C 3-(tri-allylsilyl)propylmethacrylate